FC(C1=CC=CS1)(F)F 5-(trifluoromethyl)thiophen